CP(=O)(C)C1=C(C=NC=C1F)N 4-(dimethylphosphoryl)-5-fluoropyridin-3-amine